Tert-butyl 2,5,6,7-tetrahydropyrazolo[4,3-b]pyridine-4-carboxylate N=1NC=C2N(CCCC21)C(=O)OC(C)(C)C